2-chloro-4-((2-nitrobenzyl)oxy)-5,8-dihydropyrido[3,4-d]Pyrimidine-7(6H)-carboxylic acid ClC=1N=C(C2=C(N1)CN(CC2)C(=O)O)OCC2=C(C=CC=C2)[N+](=O)[O-]